4-(4-hydrazinyl-1-(pyridin-4-yl)-1H-pyrazolo[3,4-d]pyrimidin-6-yl)morpholine N(N)C1=C2C(=NC(=N1)N1CCOCC1)N(N=C2)C2=CC=NC=C2